methyl 7-oxo-6,7-dihydrothieno[2,3-c]pyridine-4-carboxylate O=C1NC=C(C2=C1SC=C2)C(=O)OC